N1=NNC(C=C1)=O 1,2,3-triazin-4(3H)-one